C(C)OC(=O)C1=C(N(C2=CC=C(C=C12)OCCCCOC1=CC=C(C=C1)CC=CC1=CC=CC=C1)C)C 5-(4-(4-cinnamylphenoxy)butoxy)-1,2-dimethyl-1H-indole-3-carboxylic acid ethyl ester